FCCN1CCC(CC1)C=1SC2=C(N1)C=C(C=C2)B2OC(C(O2)(C)C)(C)C 2-(1-(2-fluoroethyl)piperidin-4-yl)-5-(4,4,5,5-tetramethyl-1,3,2-dioxaborolan-2-yl)benzo[d]thiazole